6-{5-[5-Fluoro-6-(2-methoxyethoxy)-1H-indazol-3-yl]-1,2-oxazol-3-yl}-N,N-dimethylpyridin-3-carboxamid FC=1C=C2C(=NNC2=CC1OCCOC)C1=CC(=NO1)C1=CC=C(C=N1)C(=O)N(C)C